C(C1=CC=CC=C1)OC1=NC(=CC=C1NC=1C=C(C(=NC1)C1CCN(CC1)C(=O)OC(C)(C)C)F)OCC1=CC=CC=C1 tert-Butyl 4-[5-[(2,6-dibenzyloxy-3-pyridyl)amino]-3-fluoro-2-pyridyl]piperidine-1-carboxylate